N1N=CC(=C1)C1=CC=C(C=C1)C(=O)C1=CC(=NC=C1)N1CC(C1)N (4-(1H-pyrazol-4-yl)phenyl)(2-(3-aminoazetidin-1-yl)pyridin-4-yl)methanone